1-(3-(3-bromo-2-methylbenzamido)-5-cyano-4-hydroxybenzyl)pyrrolidine-3-carboxylate BrC=1C(=C(C(=O)NC=2C=C(CN3CC(CC3)C(=O)[O-])C=C(C2O)C#N)C=CC1)C